NC1=NC=2C=C(C=CC2C2=C1N=C(N2CC2=CC=C(C=C2)CNCCC)CCCC)CC(=O)OC Methyl 2-(4-amino-2-butyl-1-{4-[(propylamino)methyl]benzyl}-1H-imidazo[4,5-c]quinolin-7-yl)acetate